IC1=CC=C(C=C1)C=1C=2N(C=C(C1)C1=CC=CC=C1)C=C(N2)C2=CC=CC=C2 8-(4-iodophenyl)-2,6-diphenylimidazo[1,2-a]pyridine